(R)-2-(3-(2,5-dichloropyrimidin-4-yl)-5-oxo-5H-pyrrolo[3,4-b]pyridin-6(7H)-yl)-N-(1-(m-tolyl)ethyl)acetamide ClC1=NC=C(C(=N1)C=1C=C2C(=NC1)CN(C2=O)CC(=O)N[C@H](C)C=2C=C(C=CC2)C)Cl